ClC1(CC(C1)C(=O)OC)C1=CC=CC=C1 methyl 3-chloro-3-phenylcyclobutane-1-carboxylate